CN(C(C1=CC(=C(C=C1)[N+](=O)[O-])C(=C)C)=O)C N,N-Dimethyl-4-nitro-3-(prop-1-en-2-yl)benzamide